1-chloro-5-(chloromethyl)-2,3-difluorobenzene ClC1=C(C(=CC(=C1)CCl)F)F